FC1=C(C2=CN(N=C2C(=C1)F)C)C1=NN(C2=C(C=CC=C12)C)C=1C=CC(=NC1)N1[C@@H]2CN([C@H](C1)C2)C(=O)OC(C)(C)C tert-butyl (1S,4S)-5-(5-{5',7'-difluoro-2',7-dimethyl-1H,2'H-[3,4'-biindazol]-1-yl}pyridin-2-yl)-2,5-diazabicyclo[2.2.1]heptane-2-carboxylate